FC(CC1=CC2=C(S1)[C@@]1(C[C@@H](N(CC1)C[C@@H](C(=O)N)O)C)OCC2)F (2S)-3-[(2'S,7R)-2-(2,2-difluoroethyl)-2'-methyl-spiro[4,5-dihydrothieno[2,3-c]pyran-7,4'-piperidine]-1'-yl]-2-hydroxy-propanamide